C(CCCCCCC)OC1CCC(CC1)CO (4-(octyloxy)cyclohexyl)methanol